C(C#C)OC[C@H]1N(CCC1)C1=C(C(N(N=C1)COCC[Si](C)(C)C)=O)C(F)(F)F 5-[(2S)-2-[(prop-2-yn-1-yloxy)methyl]pyrrolidin-1-yl]-4-(trifluoromethyl)-2-[[2-(trimethylsilyl)ethoxy]methyl]-2,3-dihydropyridazin-3-one